4-(4-chlorophenyl)-5-hydroxy-5-methyl-2(5H)-furanone ClC1=CC=C(C=C1)C1=CC(OC1(C)O)=O